COCOC1=NOC(=C1)C1=NC=C(N=C1)O[C@@H]1C[C@@H](C1)C=1SC=C(N1)C(F)(F)F 2-[3-(methoxymethoxy)isoxazol-5-yl]-5-({cis-3-[4-(trifluoromethyl)-1,3-thiazol-2-yl]cyclobutyl}oxy)pyrazine